3-(Trifluoromethyl)benzyl (S)-3-cyclopropyl-2-(2-((S)-1-(2,3-difluorobenzyl)-5-oxopyrrolidin-2-yl)acetamido)propanoate C1(CC1)C[C@@H](C(=O)OCC1=CC(=CC=C1)C(F)(F)F)NC(C[C@H]1N(C(CC1)=O)CC1=C(C(=CC=C1)F)F)=O